FC=1C=CC(=NC1C)C1=NNC=C1C=1N=C2C=C(C=NC2=CC1)N1CCC(CC1)NC 1-[6-[3-(5-fluoro-6-methyl-2-pyridyl)-1H-pyrazol-4-yl]-1,5-naphthyridin-3-yl]-N-methyl-piperidin-4-amine